ClC=1N=NC(=CC1)OCC1=C(N=NN1C1=NC=C(C=C1)F)C 3-chloro-6-((1-(5-fluoropyridin-2-yl)-4-methyl-1H-1,2,3-triazol-5-yl)methoxy)pyridazine